C(N)(=O)[C@@]1(COCC1)C1=CC=C(C=C1)C(C(=O)OCC)(C)C |r| (±)-ethyl 2-[4-(3-carbamoyltetrahydrofuran-3-yl)phenyl]-2-methyl-propanoate